(R)-2,2,2-trifluoro-1-(naphthalen-2-yl)ethanol FC([C@H](O)C1=CC2=CC=CC=C2C=C1)(F)F